CCC/C(=C\C(=O)O)/C CIS-3-METHYL-2-HEXENOIC ACID